1-[(cis)-3-[(tert-butyldimethylsilyl)oxy]-3-methylcyclobutyl]-1H-pyrrolo[2,3-b]pyridin-5-ol [Si](C)(C)(C(C)(C)C)OC1(CC(C1)N1C=CC=2C1=NC=C(C2)O)C